1-(Oxazol-5-ylmethyl)-3-(4-((4-(trifluoromethyl)phenyl)sulfonyl)phenyl)urea O1C=NC=C1CNC(=O)NC1=CC=C(C=C1)S(=O)(=O)C1=CC=C(C=C1)C(F)(F)F